7-butyl-1-[8-(6-cyclopropylpyridazin-4-yl)-6H-isochromeno[3,4-b]pyridin-3-yl]pyrrolidin-3-amine C(CCC)C1=C(C=CC2=C1COC1=NC(=CC=C12)N1CC(CC1)N)C1=CN=NC(=C1)C1CC1